C(C(C)C)C(C(N)(CC(C)C)CC(C)C)(CCN)CC(C)C tetraisobutyl-1,4-butanediamine